FC=1C(=CC(=C(C(=O)NC2=CC=C(C=C2)C(F)(F)F)C1)O[C@H](C(F)(F)F)C)N1N=C2N(CCCC2)C1=O 5-fluoro-4-(3-oxo-5,6,7,8-tetrahydro[1,2,4]triazolo[4,3-a]pyridin-2(3H)-yl)-N-[4-(trifluoromethyl)phenyl]-2-{[(2S)-1,1,1-trifluoropropan-2-yl]oxy}benzamide